1-(tert-butyl)-3-iodo-2-(methoxymethoxy)-5-methylbenzene C(C)(C)(C)C1=C(C(=CC(=C1)C)I)OCOC